O=CCC(CC=O)NC(OC(C)(C)C)=O tert-butyl (1,5-dioxopentan-3-yl)carbamate